6-(5-(2-([2,2'-bipyrimidin]-5-yl)cyclopropyl)-2,3-difluorophenyl)-2-oxa-6-azaspiro[3.4]octane N1=C(N=CC(=C1)C1C(C1)C=1C=C(C(=C(C1)N1CC2(COC2)CC1)F)F)C1=NC=CC=N1